N1=C(C=CC2=CC=CN=C12)CCCC=1N=C(SC1)C(CC(=O)OCC)C=1C=NC(=NC1)OC ethyl 3-(4-(3-(1,8-naphthyridin-2-yl)propyl)thiazol-2-yl)-3-(2-methoxypyrimidin-5-yl)propanoate